ClC1=CC2=C([C@@]3(OCC2=O)C[C@H](N(CC3)C(C(F)(F)F)=O)C=3N=NN(C3)C)S1 (2S,4S)-2'-chloro-2-(1-methyl-1H-1,2,3-triazol-4-yl)-1-(2,2,2-trifluoroacetyl)spiro[piperidine-4,7'-thieno[2,3-c]pyran]-4'(5'H)-one